ClC1=CC=C(N=N1)NC=1C=NC=NC1 6-Chloro-N-(pyrimidin-5-yl)pyridazin-3-amine